methyl (3S)-3-amino-6-(tert-butoxycarbonylamino)hexanoate N[C@H](CC(=O)OC)CCCNC(=O)OC(C)(C)C